Cl.N[C@@H]1CN(CCC1)C1=C(C=NC(=C1)NC1=NC(=NC=C1)C1=C(C=CC=C1OC)F)C=1C=NC(=CC1)N1CCCC1 (S)-4-(3-aminopiperidin-1-yl)-N-(2-(2-fluoro-6-methoxyphenyl)pyrimidin-4-yl)-6'-(pyrrolidin-1-yl)-[3,3'-bipyridin]-6-amine hydrochloride